C12C(CC(CC1)N2)C2=CN(C1=CC=CC=C21)S(=O)(=O)C2=CC=C(C=C2)C 3-(7-azabicyclo[2.2.1]hept-2-yl)-1-(4-methylbenzenesulfonyl)-1H-indole